4-(trifluoromethyl)cyclohexanecarboxylic acid FC(C1CCC(CC1)C(=O)O)(F)F